(rac)-((1s,3s)-3-hydroxy-3-methylcyclobutyl)(6-(pyrazolo[1,5-a]pyridin-5-yl)-2-azaspiro[3.4]oct-2-yl)methanone OC1(CC(C1)C(=O)N1CC2(C1)C[C@@H](CC2)C2=CC=1N(C=C2)N=CC1)C |r|